[(3R)-pyrrolidin-3-yl]2-[1-methyl-4-[6-[5-(6-methyl-2-pyridyl)-1H-imidazol-4-yl]-3-quinolyl]piperazin-2-yl]acetate N1C[C@@H](CC1)OC(CC1N(CCN(C1)C=1C=NC2=CC=C(C=C2C1)C=1N=CNC1C1=NC(=CC=C1)C)C)=O